BrCCCCCCOC1=C(C=CC(=C1)C1=C(N=CS1)C)CNC(=O)[C@H]1N(C[C@@H](C1)O)C([C@H](C(C)(C)C)NC(=O)C1(CC1)F)=O (2S,4R)-N-[[2-(6-bromohexoxy)-4-(4-methylthiazol-5-yl)phenyl]methyl]-1-[(2S)-2-[(1-fluorocyclopropanecarbonyl)amino]-3,3-dimethyl-butanoyl]-4-hydroxy-pyrrolidine-2-carboxamide